CN1C(C2=C(C=C1)N(C(=C2)C=O)COCC[Si](C)(C)C)=O 5-methyl-4-oxo-1-((2-(trimethylsilyl)ethoxy)methyl)-4,5-dihydro-1H-pyrrolo[3,2-c]pyridine-2-carbaldehyde